2-methoxy-3-iso-propylpyrazine COC1=NC=CN=C1C(C)C